1,2-bis(3-chlorophenyl)ethyl (3-cyclohexyl-1-oxo-1-((1-oxo-3-(2-oxopyrrolidin-3-yl)propan-2-yl)amino)propan-2-yl)carbamate C1(CCCCC1)CC(C(NC(C=O)CC1C(NCC1)=O)=O)NC(OC(CC1=CC(=CC=C1)Cl)C1=CC(=CC=C1)Cl)=O